OC1=C(C=C(C=C1)CCOC(C=C)=O)N1N=C2C(=N1)C=CC(=C2)[N+](=O)[O-] 2-[2-hydroxy-5-(acryloyloxyethyl)phenyl]-5-nitro-2H-benzotriazole